C(C)(C)(C)C[Si](C)(C)[N-][Si](C)(C)C t-butyl-bis(trimethylsilyl)amide